rel-2-(methoxymethyl)-N-(3-((1R,3S)-3-(pyridin-3-yloxy)cyclopentyl)-1H-pyrazol-5-yl)pyrazolo[1,5-a]pyrazin-4-amine COCC1=NN2C(C(=NC=C2)NC2=CC(=NN2)[C@H]2C[C@H](CC2)OC=2C=NC=CC2)=C1 |o1:17,19|